C(C=C)(=O)N1C[C@@H]([C@@H](CC1)[C@@H]1CCNC=2N1N=C(C2C(=O)N)C2=CC=C(C=C2)OC2=CC=CC=C2)O (S)-7-((3R,4S)-1-propenoyl-3-hydroxypiperidin-4-yl)-2-(4-phenoxyphenyl)-4,5,6,7-tetrahydropyrazolo[1,5-a]pyrimidine-3-carboxamide